COC(=O)[C@H]1N[C@@H](CC1)CCOCCC(=O)OC (2S,5S)-5-(2-(3-methoxy-3-oxopropoxy)ethyl)pyrrolidine-2-carboxylic acid methyl ester